4-(4-acryloyl-piperazin-1-yl)-1-(2-isopropylphenyl)-7-(5-methyl-1H-indazol-4-yl)-5,6,7,8-tetrahydropyrido[3,4-d]pyrimidin-2(1H)-one C(C=C)(=O)N1CCN(CC1)C=1C2=C(N(C(N1)=O)C1=C(C=CC=C1)C(C)C)CN(CC2)C2=C1C=NNC1=CC=C2C